CC(C(=O)O)(C)C1=CC=CC=C1 2-METHYL-2-PHENYL-PROPANOIC ACID